FC1=C(C=C2CCC(C(C2=C1)NC(O[C@@H]1CN2CCC1CC2)=O)(C)C)C2=CC=C(C=C2)CC(C)C (S)-quinuclidin-3-yl (7-fluoro-6-(4-isobutylphenyl)-2,2-dimethyl-1,2,3,4-tetrahydronaphthalen-1-yl)carbamate